(R,Z)-N-(4-((4-([1,2,4]triazolo[1,5-a]pyridin-6-yloxy)-2-methoxy-5-methylphenyl)amino)-7-methoxyquinazolin-6-yl)-2-fluoro-3-(1-methylpyrrolidin-2-yl)acrylamide N=1C=NN2C1C=CC(=C2)OC2=CC(=C(C=C2C)NC2=NC=NC1=CC(=C(C=C21)NC(/C(=C/[C@@H]2N(CCC2)C)/F)=O)OC)OC